4-(1-hydroxycyclobutyl)-N-[(3S)-5-methyl-4-oxo-2,3-dihydro-1,5-benzoxazepin-3-yl]pyrimidine OC1(CCC1)C1=NCN(C=C1)[C@H]1COC2=C(N(C1=O)C)C=CC=C2